C(C)(C)(C)OC(=O)N[C@H](C(=O)O)CCN(CCCCC1=NC=2NCCCC2C=C1)CC(C(F)F)OC (2S)-2-((tert-butoxycarbonyl)amino)-4-((3,3-difluoro-2-methoxypropyl)(4-(5,6,7,8-tetrahydro-1,8-naphthyridin-2-yl)butyl)amino)butanoic acid